tert-butyl (R)-3-chloro-12-oxo-1-(((S)-1-phenylethyl)amino)-6a,7,9,10-tetrahydro-12H-pyrazino[2,1-c]pyrido[3,4-f][1,4]oxazepine-8(6H)-carboxylate ClC1=CC2=C(C(N3[C@@H](CO2)CN(CC3)C(=O)OC(C)(C)C)=O)C(=N1)N[C@@H](C)C1=CC=CC=C1